6-methoxy-4-(4-nitrophenyl)-7-(piperidin-4-ylmethoxy)quinazolin hydrochloride Cl.COC=1C=C2C(=NC=NC2=CC1OCC1CCNCC1)C1=CC=C(C=C1)[N+](=O)[O-]